N-(2-cyano-4-((5-(3,4-difluorophenyl)pyridin-3-yl)oxy)phenyl)piperazine-1-carboxamide C(#N)C1=C(C=CC(=C1)OC=1C=NC=C(C1)C1=CC(=C(C=C1)F)F)NC(=O)N1CCNCC1